N[C@@H](CC=1C=C(C=CC1)C1=CC(=CC=C1)C(=O)O)C(=O)O (S)-3'-(2-amino-2-carboxyethyl)-[1,1'-biphenyl]-3-carboxylic acid